ClC1=CC(=C(C=N1)C1=C(C#N)C=CC=C1)C1=CC=CC=C1 2-(6-chloro-4-phenylpyridin-3-yl)benzonitrile